C1=CC=CC=2NC3=CC=CC=C3CC12 10H-acridine